((1S,6R,7R)-7-(2-fluorophenyl)-3-(3-(pyrazolo[1,5-a]pyridin-4-yl)-1H-pyrazolo[3,4-b]pyrazin-6-yl)-3-azabicyclo[4.1.0]heptan-7-yl)methanamine FC1=C(C=CC=C1)[C@]1([C@@H]2CCN(C[C@H]12)C1=CN=C2C(=N1)NN=C2C=2C=1N(C=CC2)N=CC1)CN